6-chloro-N-(3,4-dichlorophenyl)-2,3,4,9-tetrahydro-1H-carbazol-3-amine ClC=1C=C2C=3CC(CCC3NC2=CC1)NC1=CC(=C(C=C1)Cl)Cl